ClC=1C(=C(C(=CC1)C(F)F)C1=CN=CC(=N1)C(=O)NC=1C=NN(C1)CC=1C=NC(=CC1)N1CC2C(C2C1)(F)F)F 6-(3-Chloro-6-(difluoromethyl)-2-fluorophenyl)-N-(1-((6-(6,6-difluoro-3-azabicyclo[3.1.0]hexan-3-yl)pyridin-3-yl)methyl)-1H-pyrazol-4-yl)pyrazine-2-carboxamide